1-Hepten-3-yl isobutyrate C(C(C)C)(=O)OC(C=C)CCCC